P(OC(Cl)(Cl)OP([O-])=O)([O-])=O di-chloro-methylene bis-phosphonate